COC(=O)C=1C=NC(=CC1)COC=1SC(=NN1)NC(=O)C=1C(=NC(=C(C1C1=CC=NC=C1)OC)C)Cl 6-(((5-(2-chloro-5-methoxy-6-methyl-(4,4-bipyridine)-3-carboxamido)-1,3,4-thiadiazol-2-yl)oxy)methyl)pyridine-3-carboxylic acid methyl ester